6-Bromo-N-[(3S)-1-methylpyrrolidin-3-yl]-2-{4-[4-(pyrimidin-5-ylmethyl)piperazin-1-yl]phenyl}-3H-imidazo[4,5-b]pyridin-7-amine BrC=1C(=C2C(=NC1)NC(=N2)C2=CC=C(C=C2)N2CCN(CC2)CC=2C=NC=NC2)N[C@@H]2CN(CC2)C